(trans)-Methyl 4-(2-chloro-4-fluorophenyl)-6-(4-(2-methoxyethylsulfonamido)cyclohexyl)-2-(thiazol-2-yl)-1,4-dihydropyrimidine-5-carboxylate ClC1=C(C=CC(=C1)F)C1N=C(NC(=C1C(=O)OC)[C@@H]1CC[C@H](CC1)NS(=O)(=O)CCOC)C=1SC=CN1